C[C@@H]1N(C[C@H](N(C1)[C@@H](C)C=1C=C2N=C(C=NC2=CC1)C)C)C=1C=2C(N(C(C1)=O)C)=CNN2 7-((2S,5r)-2,5-dimethyl-4-((S)-1-(3-methylquinoxalin-6-yl)ethyl)piperazin-1-yl)-4-methyl-2,4-dihydro-5H-pyrazolo[4,3-b]pyridin-5-one